4-chloro-N-methylanilin ClC1=CC=C(NC)C=C1